S(=S)(=O)([O-])[O-].[Au+3].S(=S)(=O)([O-])[O-].S(=S)(=O)([O-])[O-].[Au+3] gold thiosulfate salt